C1CC(=O)C(C(=O)C1)C(=O)C2=C(C=C(C=C2)C(F)(F)F)[N+](=O)[O-] The molecule is a cyclohexanone that is cyclohexane-1,3-dione substituted at position 2 by a 2-nitro-4-(trifluoromethyl)benzoyl group. It is used in the treatment of hereditary tyrosinemia type 1. It has a role as an EC 1.13.11.27 (4-hydroxyphenylpyruvate dioxygenase) inhibitor. It is a member of cyclohexanones, a C-nitro compound, a member of (trifluoromethyl)benzenes and a mesotrione.